BrC1=C(C=CC=C1)OS(=O)(=O)C1C2C(=C(C(C1)O2)C2=CC=C(C=C2)O)C2=CC=C(C=C2)NC(CCCCC([Se]C#N)C#N)=O 2-bromophenyl-5-(4-hydroxyphenyl)-6-(4-(6-selenocyanocyano-hexanamido) phenyl)-7-oxabicyclo[2.2.1]hept-5-ene-2-sulfonate